S(=O)(=O)(ON1[C@@H]2CC[C@H](N(C1=O)C2)C(NCC2CNCC2)=N)O (2S,5R)-7-Oxo-2-(N-(pyrrolidin-3-ylmethyl) carbamimidoyl)-1,6-diazabicyclo[3.2.1]octan-6-yl hydrogen sulfate